N[C@@](CN1CC(C1)OC1=C(C2=C([C@H]3[C@@H](B(O2)O)C3)C=C1)C(=O)O)(C(=O)NCCO)C (1aS,7bR)-5-[(1-{(2S)-2-amino-3-[(2-hydroxyethyl)amino]-2-methyl-3-oxopropyl}azetidin-3-yl)oxy]-2-hydroxy-1,1a,2,7b-tetrahydrocyclopropa[c][1,2]benzoxaborinine-4-carboxylic acid